alpha-isophorone CC1=CC(=O)CC(C1)(C)C